2-(4-((azetidin-3-ylmethyl)carbamoyl)phenyl)-1H-benzo[d]imidazole-4-carboxamide dihydrochloride Cl.Cl.N1CC(C1)CNC(=O)C1=CC=C(C=C1)C1=NC2=C(N1)C=CC=C2C(=O)N